FC1(C(C1)CN[C@@H]1CSC2=C(C1)C(=C(C(=C2)O)N2CC(NS2(=O)=O)=O)F)F 5-[(3S)-3-{[(2,2-difluorocyclopropyl)methyl]amino}-5-fluoro-7-hydroxy-3,4-dihydro-2H-1-benzothiopyran-6-yl]-1λ6,2,5-thiadiazolidine-1,1,3-trione